4-(6-acetamido-3-(N-(1-(fluoromethyl)cyclopropyl)sulfamoyl)naphthalen-1-yl)-N,N-dimethylpiperazine-1-carboxamide C(C)(=O)NC=1C=C2C=C(C=C(C2=CC1)N1CCN(CC1)C(=O)N(C)C)S(NC1(CC1)CF)(=O)=O